acetate (ethyl acetate) C(C)CC(=O)O.C(C)(=O)O